morpholinoborane O1CCN(CC1)B